C(C)(C)(C)OC(=O)N1CC(CC(C1)C1CC1)C(=O)O (tert-butoxycarbonyl)-5-cyclopropylpiperidine-3-carboxylic acid